C(CCCCCC(C)C)OOC(C)(C)C t-butyl isononyl peroxide